[2-chloro-5-(phenoxycarbothioylamino)phenyl]boronic acid ClC1=C(C=C(C=C1)NC(=S)OC1=CC=CC=C1)B(O)O